5-(5-(tert-butoxy)-3-fluoropyridin-2-yl)-N-(3-chloro-5-(methylsulfonyl)phenyl)-1-methyl-1H-pyrrole-3-carboxamide C(C)(C)(C)OC=1C=C(C(=NC1)C1=CC(=CN1C)C(=O)NC1=CC(=CC(=C1)S(=O)(=O)C)Cl)F